C(C(O)CO)OCCCCCCCCCCCCCCCC(C)C isostearyl GLYCERYL ETHER